N[C@H]1C[C@H](CC1)NC=1C=2N(N=CC1C(=NC1=C(C=CC(=C1)F)Cl)N)C=C(C2)C=2C=NN(C2)C(F)F 4-[[(1S,3R)-3-aminocyclopentyl]amino]-N'-(2-chloro-5-fluoro-phenyl)-6-[1-(difluoromethyl)pyrazol-4-yl]pyrrolo[1,2-b]pyridazine-3-carboxamidine